6-[5-(5-chloro-2-fluoro-phenyl)-1H-imidazol-4-yl]-3-(1H-pyrazol-4-yl)quinoline ClC=1C=CC(=C(C1)C1=C(N=CN1)C=1C=C2C=C(C=NC2=CC1)C=1C=NNC1)F